C(C)C(COCC(C(CCC)O)CC)C(CCC)O 2-ethyl-3-hydroxyhexyloxide